(3-{[2-(4-chlorophenyl)imidazo[1,2-a]pyrimidin-3-yl]methyl}-3,8-diazabicyclo[3.2.1]oct-8-yl)(5-isopropyl-1,3-oxazol-4-yl)methanone ClC1=CC=C(C=C1)C=1N=C2N(C=CC=N2)C1CN1CC2CCC(C1)N2C(=O)C=2N=COC2C(C)C